(4-bromocyclohexyl)methoxy-tert-butyl-dimethyl-silane BrC1CCC(CC1)CO[Si](C)(C)C(C)(C)C